1-(3-Cyclopropoxy-4-(((6-(piperidin-4-yl)pyridin-2-yl)oxy)methyl)phenyl)ethan-1-one C1(CC1)OC=1C=C(C=CC1COC1=NC(=CC=C1)C1CCNCC1)C(C)=O